2-iodo-4-nitrobenzenethiol IC1=C(C=CC(=C1)[N+](=O)[O-])S